2-[6-bromo-4-(2,2-difluorospiro[2.3]hexan-5-yl)oxy-1-oxophthalazin-2-yl]-N-(5-fluoropyrimidin-2-yl)acetamide BrC=1C=C2C(=NN(C(C2=CC1)=O)CC(=O)NC1=NC=C(C=N1)F)OC1CC2(C(C2)(F)F)C1